NCCCCCCCCCCCC1=CC=CC=2NC(N(C21)C)=O 4-(11-Aminoundecyl)-3-methyl-2-oxo-benzimidazol